2-methoxyethyl dibromophosphate 2-(2-methoxyethoxy)ethyl-dibromophosphate COCCOCCOP(=O)(Br)Br.P(=O)(OCCOC)(Br)Br